O=C1CC2(C1)CN(C2)C2=NC=CC(=N2)COC2=CC=CC=C2 4-((2-(2-oxo-6-azaspiro[3.3]heptane-6-yl)pyrimidin-4-yl)methoxy)benzene